COC(=O)C1=CC2=C(S1)C=C(C=C2OC(C)C)OC2CCCCC2 6-Cyclohexyloxy-4-isopropoxybenzo[b]thiophene-2-carboxylic acid methyl ester